P(=O)(OCN1N=CC(=C1)C=1C2=C(C(=NC1)C1=C(C=C(C(=C1)C(C)=O)N)F)C(=NO2)N)(O)O (4-(4-(5-acetyl-4-amino-2-fluorophenyl)-3-aminoisoxazolo[4,5-c]pyridin-7-yl)-1H-pyrazol-1-yl)methyl dihydrogen phosphate